C(C)(C)C1C=C(CC1)CCC=O 3-(3-isopropylcyclopent-1-en-1-yl)propanal